C(C)(C)C=1C=CC(=C(C1)OC(N(C)CC)=O)C N-ethyl-N-methylcarbamic acid-5-isopropyl-2-methylphenyl ester